methyl 2,5-dichloro-4-methylnicotinate ClC1=C(C(=O)OC)C(=C(C=N1)Cl)C